(3S)-3-({1-cyclopentyl-5-[2-(trifluoromethyl)phenyl]-1H-pyrazol-3-yl}formamido)-5-(2-oxopiperidin-1-yl)pentanoic acid C1(CCCC1)N1N=C(C=C1C1=C(C=CC=C1)C(F)(F)F)C(=O)N[C@H](CC(=O)O)CCN1C(CCCC1)=O